Cl.NC1(COCCC1=O)C 3-amino-3-methyl-tetrahydropyran-4-one HCl salt